(S)-5-amino-3-((1-cyclopropyl-6-fluoro-1H-benzo[d]imidazol-5-yl)ethynyl)-1-(pyrrolidin-3-yl)-1H-pyrazole-4-carboxamide NC1=C(C(=NN1[C@@H]1CNCC1)C#CC1=CC2=C(N(C=N2)C2CC2)C=C1F)C(=O)N